1-[3-(5-chloro-2-pyridinyl)imidazo[4,5-b]pyridin-2-yl]ethanamine ClC=1C=CC(=NC1)N1C(=NC=2C1=NC=CC2)C(C)N